ClC1=C(C=NC(=C1)Cl)C(=O)NNC(=S)N1CCN(CC1)C(=O)OC(C)(C)C tert-butyl 4-{[(4,6-dichloropyridin-3-yl)formohydrazido]methanethioyl}piperazine-1-carboxylate